C=1(C(=CC=C2C3=CC=C4C=CC=CC4=C3C=CC12)N)N Chrysen-diamine